1-(((2s,3s,4s)-3-ethyl-4-fluoro-5-oxopyrrolidin-2-yl)methoxy)-8-methylimidazo[1,2-a][1,7]naphthyridine-6-carboxamide C(C)[C@H]1[C@H](NC([C@H]1F)=O)COC1=NC=CC=2C=C(C=3N(C12)C=C(N3)C)C(=O)N